FC1=C(OCCCCCCCCNC2=CC=NC3=CC=CC=C23)C=CC=C1 N-[8-(2-Fluorophenoxy)octyl]quinolin-4-amine